FC(C1(CCC1)CN)(F)F (1-(trifluoromethyl)cyclobutyl)methylamine